3-[2-chloro-4-(2-oxa-6-azaspiro[3.3]hept-6-ylmethyl)anilino]-5-(methylamino)-6-(3-methylimidazo[4,5-c]pyridin-7-yl)pyrazine-2-carboxamide formate C(=O)O.ClC1=C(NC=2C(=NC(=C(N2)NC)C=2C3=C(C=NC2)N(C=N3)C)C(=O)N)C=CC(=C1)CN1CC3(COC3)C1